N-(2-ethynylthiazol-4-yl)-4-(3'-(2-oxoimidazolidin-1-yl)-[1,1'-biphenyl]-4-yl)-piperazine-1-carboxamide C(#C)C=1SC=C(N1)NC(=O)N1CCN(CC1)C1=CC=C(C=C1)C1=CC(=CC=C1)N1C(NCC1)=O